OC1=CC=C(C=C1)C=CC(=O)C=1C(OC2=CC=CC=C2C1)=O (3-(4-hydroxyphenyl)acryloyl)-2-oxo-2H-chromene